1-(4-fluorophenyl)-4-((6bR,10aS)-3-methyl-d3-2,3,6b,7,10,10a-hexahydro-1H-pyrido[3',4':4,5]pyrrolo[1,2,3-de]quinoxalin-8(9H)-yl)butan-1-one FC1=CC=C(C=C1)C(CCCN1C[C@@H]2[C@@H](N3CCN(C=4C=CC=C2C34)C([2H])([2H])[2H])CC1)=O